COC([C@H](N)CCl)=O 3-Chloro-D-alanine methyl ester